ClC=1C=C2CCCC(C2=CC1)=O 6-chloro-1-tetralone